BrC1=NN(C2=CC(=CC=C12)F)C1(CN(CC1)C(=O)OC(C)(C)C)C(=O)O 3-(3-bromo-6-fluoro-indazol-1-yl)-1-tert-butoxycarbonyl-pyrrolidine-3-carboxylic acid